C(C1=CC=CC=C1)N1[C@H](C[C@H]1CO)[C@H](C(=O)NC(C)(C)C)O |&1:13| rac-(2R)-2-[(2R,4S)-1-benzyl-4-(hydroxymethyl)azetidin-2-yl]-N-tert-butyl-2-hydroxyacetamide